NC1=C(C(N(C2=CC(=CC=C12)Br)CC1=NC=CC=C1)=O)C(=O)OC methyl 4-amino-7-bromo-2-oxo-1-(pyridin-2-ylmethyl)-1,2-dihydroquinoline-3-carboxylate